8-bromo-2,2-difluoro-6-methoxy-3,4-dihydronaphthalen-1(2H)-one BrC=1C=C(C=C2CCC(C(C12)=O)(F)F)OC